C1(CCCC1)N1[C@@H](C(N(C=2C=NC(=NC12)NC1=C(C=C(C(=O)O)C=C1)C)C)=O)CC (R)-4-((8-cyclopentyl-7-ethyl-5-methyl-6-oxo-5,6,7,8-tetrahydropteridin-2-yl)amino)-3-methylbenzoic acid